C(C(=O)[O-])(=S)[O-] 1-thiooxalate